COC1=C(C(=CC=C1)C)NS(=O)(=O)C1=CC=C(C=C1)NC(NCC=1C=NC=CC1)=O 3-{4-[(2-methoxy-6-methylphenyl)sulfamoyl]phenyl}-1-(pyridin-3-ylmethyl)urea